((5-bromo-1-methyl-1H-indol-3-yl)(3,4,5-trimethoxyphenyl)methyl)triphenylphosphonium triflate [O-]S(=O)(=O)C(F)(F)F.BrC=1C=C2C(=CN(C2=CC1)C)C(C1=CC(=C(C(=C1)OC)OC)OC)[P+](C1=CC=CC=C1)(C1=CC=CC=C1)C1=CC=CC=C1